[OH-].C(C(=C)C)(=O)OCCC(C[NH+](C)C)CS(=O)(=O)O 2-(methacryloxyethyl)dimethyl-(3-sulfopropyl)ammonium hydroxide